O1CCN(CCC1)C1CCC(CC1)N1C(NC2=C1C=C(C(=C2)C=2C(=C(C=1N(C2)N=CN1)OC)C)C(C)C)=O 1-(4-(1,4-oxaazepan-4-yl)cyclohexyl)-6-isopropyl-5-(8-methoxy-7-methyl-[1,2,4]triazolo[1,5-a]pyridin-6-yl)-1,3-dihydro-2H-benzo[d]imidazol-2-one